ClC1=NC=C(C=N1)NC(C)C=1C=C(C=C2C(C(=C(OC12)C(C)C)C)=O)C 8-(1-((2-chloropyrimidin-5-yl)amino)ethyl)-2-isopropyl-3,6-dimethyl-4H-chromen-4-one